N-(2-(2-(cyclopropylmethylamino)pyrimidin-4-yl)-1-methyl-1H-pyrrolo[3,2-c]pyridin-6-yl)-1-isopropyl-1H-pyrazole-4-carboxamide C1(CC1)CNC1=NC=CC(=N1)C1=CC=2C=NC(=CC2N1C)NC(=O)C=1C=NN(C1)C(C)C